BrC1=C(C=CC(=C1)Cl)N1C[C@@H]2N(CC[C@@H]2C1)C(=O)OC(C)(C)C tert-butyl (3aR,6aR)-5-(2-bromo-4-chlorophenyl)hexahydropyrrolo[3,4-b]pyrrole-1(2H)-carboxylate